C(C)(C)(C)OC(=O)N(C(OC(C)(C)C)=O)C1=NC=C(C2=C1N=CN2)Cl tert-butyl (tert-butoxycarbonyl)(7-chloro-1H-imidazo[4,5-c]pyridin-4-yl)carbamate